C(C)OC(=O)C1CC(C1)N1CC2C(C(C1)C2)C(=O)OC methyl 3-[3-(ethoxycarbonyl)cyclobutyl]-3-azabicyclo[3.1.1]heptane-6-carboxylate